N-(3-methylbenzylidene)(4-cyanopentyl)amine CC=1C=C(C=NCCCC(C)C#N)C=CC1